1-(2-hydroxyethyl)piperazine 2-aminoisobutyrate NC(C(=O)O)(C)C.OCCN1CCNCC1